cis-hexenol C(=C/CCCC)/O